(R)-3-(5-chloro-2-methylphenyl)-N-methyl-5-oxo-5-(piperidin-1-yl)pentanamide ClC=1C=CC(=C(C1)[C@H](CC(=O)NC)CC(N1CCCCC1)=O)C